3-((1-(2-(4-Fluorophenyl)-2-oxoethyl)piperidin-4-yl)methyl)-1-(4-(methoxymethyl)benzyl)-1-methylurea FC1=CC=C(C=C1)C(CN1CCC(CC1)CNC(N(C)CC1=CC=C(C=C1)COC)=O)=O